1-benzyl-5-methyl-6-(methylthio)-3-phenyl-3,5-dihydroimidazo[4,5-c][1,2]Thiazin-4(1H)-one 2,2-dioxide C(C1=CC=CC=C1)N1S(C(C(C2=C1N=C(N2C)SC)=O)C2=CC=CC=C2)(=O)=O